N[C@@H]1C2=CC=CC=C2CC12CCN(CC2)C=2NC(C1=C(N2)NN=C1C1(CC1)C1=CSC=C1)=O (S)-6-(1-amino-1,3-dihydrospiro[indene-2,4'-piperidine]-1'-yl)-3-(1-(thiophen-3-yl)cyclopropyl)-1,5-dihydro-4H-pyrazolo[3,4-d]pyrimidin-4-one